((7S,8S)-18-ethyl-2,5,8,12,17-pentamethyl-13-vinyl-7H,8H-porphyrin-7-yl)-N-(3-hydroxypropyl)-N-methylpropanamide C(C)C1=C(C=2C=C3C(=C(C(=CC=4[C@H]([C@H](C(=C(C5=CC(=C(N5)C=C1N2)C)C)N4)C(C(=O)N(C)CCCO)C)C)N3)C)C=C)C